5-(4-((1-(cyclopropylmethyl)-1H-pyrazol-4-yl)methoxy)phenyl)-2-oxo-6-(trifluoromethyl)-1,2-dihydropyridine-3-carboxamide C1(CC1)CN1N=CC(=C1)COC1=CC=C(C=C1)C=1C=C(C(NC1C(F)(F)F)=O)C(=O)N